C(C)(C)N1C(NC(C2=CC=CC=C12)=O)=O isopropylquinazoline-2,4(1H,3H)-dione